6-[1-(2,2-difluoroethyl)-1H-pyrazolo[3,4-b]pyrazin-6-yl]-2-[5-(trifluoromethyl)pyridin-2-yl]-2,6-diazaspiro[3.5]nonane FC(CN1N=CC=2C1=NC(=CN2)N2CC1(CN(C1)C1=NC=C(C=C1)C(F)(F)F)CCC2)F